[I-].C(C=C)(=O)NCC[N+](CC)(CC)CC N-(2-acrylamidoethyl)triethylammonium iodide